ClC=1C(=C(C=CC1)NC(=O)C1=CC(=CC=2NC(=NC21)NCCN2CCCC2)NC(=O)C2=C(C=CC=C2)C(F)(F)F)C N-(3-chloro-2-methylphenyl)-2-{[2-(pyrrolidin-1-yl)ethyl]amino}-6-({[2-(trifluoromethyl)phenyl]carbonyl}amino)-1H-benzimidazole-4-carboxamide